5-bromo-3-chloro-7-methylisoquinolin-1(2H)-one BrC1=C2C=C(NC(C2=CC(=C1)C)=O)Cl